O-(4-methoxyphenyl)-L-serine COC1=CC=C(C=C1)OC[C@H](N)C(=O)O